2-[4-[[4,7-bis(2-tert-butoxy-2-oxo-ethyl)-1,4,7-triazacyclononan-1-yl]methyl]phenyl]acetic acid C(C)(C)(C)OC(CN1CCN(CCN(CC1)CC(OC(C)(C)C)=O)CC1=CC=C(C=C1)CC(=O)O)=O